C(C)(=O)N1C[C@@H](CC1)NC(=O)N1CCN(C2=CC=CC=C12)C1=NC=CC=C1 (R)-N-(1-acetylpyrrolidin-3-yl)-4-(pyridin-2-yl)-3,4-dihydroquinoxaline-1(2H)-carboxamide